N-(6-amino-5-ethylpyridin-3-yl)-2-((2R,5S)-5-methyl-2-(2-(3-(1-methylazetidin-3-yl)cyclobutyl)benzo[d]thiazol-5-yl)piperidin-1-yl)-2-oxoacetamide NC1=C(C=C(C=N1)NC(C(=O)N1[C@H](CC[C@@H](C1)C)C=1C=CC2=C(N=C(S2)C2CC(C2)C2CN(C2)C)C1)=O)CC